FC(C1=C(C=CC(=C1)C(F)(F)F)CC(=O)N(CC=1OC(=NN1)C=1N=NC(=CC1)OC)C1=CC=C(C=C1)F)(F)F [2,4-bis(trifluoromethyl)phenyl]-N-(4-fluorophenyl)-N-{[5-(6-methoxy-1,2-diazin-3-yl)-1,3,4-oxadiazol-2-yl]methyl}acetamide